BrC=1C=C(C=NC1)N1C(CCC1)C#N 1-(5-bromopyridin-3-yl)pyrrolidine-2-carbonitrile